3,6-dichloro-4-(2-(trifluoromethyl)cyclopropyl)pyridazine ClC=1N=NC(=CC1C1C(C1)C(F)(F)F)Cl